4-((5-chloro-7-(2-((4-cyclopropyl-3-ethyl-2,6-dioxo-3,6-dihydropyrimidin-1(2H)-yl)methyl)thieno[3,2-b]pyridin-7-yl)-1H-indol-1-yl)methyl)piperidine-4-carbonitrile ClC=1C=C2C=CN(C2=C(C1)C1=C2C(=NC=C1)C=C(S2)CN2C(N(C(=CC2=O)C2CC2)CC)=O)CC2(CCNCC2)C#N